P(=S)(OC)(OCOC(CN(C)C)COC1=C(C=CC=C1)CCC1=CC(=CC=C1)OC)SCN1N=NC2=C(C1=O)C=CC=C2 O-(((1-(dimethylamino)-3-(2-(3-methoxyphenethyl) phenoxy) propan-2-yl) oxy) methyl) O-methyl S-((4-oxobenzo[d][1,2,3]triazin-3(4H)-yl) methyl) dithiophosphate